ClC=1C=CC(=C(C1)C1=CC(=C(N=N1)C)NC1=CC(=NC=C1)NC(=O)CCN1C(CN(CC1)C)CC(=O)OC)F methyl 2-(1-{2-[(4-{[6-(5-chloro-2-fluorophenyl)-3-methylpyridazin-4-yl]amino}pyridin-2-yl)carbamoyl]ethyl}-4-methylpiperazin-2-yl)acetate